2,3,6,7-tetrahydro-1H,5H,11H-pyrano[2,3-f]pyrido[3,2,1-ij]quinoline C1CCN2C3=C(C=C4C(=C13)OCC=C4)CCC2